8-(4-((3S,4R)-7-hydroxy-3-phenylchroman-4-yl)phenyl)-1-oxa-8-azaspiro[4.5]decane-3-carbaldehyde OC1=CC=C2[C@H]([C@H](COC2=C1)C1=CC=CC=C1)C1=CC=C(C=C1)N1CCC2(CC(CO2)C=O)CC1